CN1OC([C@H]2[C@H]1[C@H](C[C@H](C2)C2=C(C=CC=C2)C)C)(C)C |r| rac-(3aR,5R,7S,7aR)-1,3,3,7-tetramethyl-5-(o-tolyl)octahydrobenzo[c]isoxazole